C(C)OC(=O)C=1C(NC(NC1C)=S)C1=CC(=C(C=C1)OC(C(C)C)=O)OC 4-(4-Isobutyryloxy-3-methoxy-phenyl)-6-methyl-2-thioxo-1,2,3,4-tetrahydro-pyrimidine-5-carboxylic acid ethyl ester